C(#N)\C(=C/C1C(C1C(=O)[O-])(C)C)\C 3-[(Z)-(2-cyano-1-propenyl)]-2,2-dimethylcyclopropanecarboxylate